dimethyl-dimethylethoxysilane CC(C)(O[SiH](C)C)C